CC1CN2C(O1)=C(C=N2)S(=O)(N)=NC(C2=CC=CC=C2)(C2=CC=CC=C2)C2=CC=CC=C2 2-methyl-N'-trityl-2,3-dihydropyrazolo[5,1-b]oxazole-7-sulfonimidamide